CSCOCCCC(=O)[O-] 4-(methylthio-methoxy)butyrate